1-(3-(6-(2-fluorophenyl)quinazolin-8-yl)pyrrolidin-1-yl)prop-2-en-1-one FC1=C(C=CC=C1)C=1C=C2C=NC=NC2=C(C1)C1CN(CC1)C(C=C)=O